C(C)(C)(C)OC(=O)N1CCC(CC1)CN1C(N(C(C2=CC(=CC=C12)F)=O)CC1=NC=C(C=C1)C=1OC(=NN1)C(F)F)=O 4-((3-((5-(5-(Difluoromethyl)-1,3,4-oxadiazol-2-yl)pyridin-2-yl)methyl)-6-fluoro-2,4-dioxo-3,4-dihydroquinazolin-1(2H)-yl)methyl)piperidine-1-carboxylic acid tert-butyl ester